C(C)(C)(C)OC(=O)N1CCN(CC1)C1CCN(CC1)C=1C=C2C(=NC(=NC2=CC1OC)C)N[C@H](C)C1=C(C(=CC=C1)C#N)C (R)-4-(1-(4-((1-(3-cyano-2-methylphenyl)ethyl)amino)-7-methoxy-2-methyl-Quinazolin-6-yl)piperidin-4-yl)piperazine-1-carboxylic acid tert-butyl ester